BrC=1C(=CC=C2C(=NC(=NC12)O)O)C 8-bromo-7-methyl-quinazoline-2,4-diol